C1=CC=CC=2C3=CC=CC=C3C(C12)COC(=O)N[C@H](C(=O)O)CCC#C (2S)-2-[9H-fluoren-9-ylmethoxycarbonylamino]hex-5-ynoic acid